(R or S)-5-{[{2-[(6-methoxy-2-methyl-1,2,3,4-tetrahydroisoquinolin-7-yl)amino]quinazolin-7-yl}(methyl)amino]methyl}-1,3-oxazolidin-2-one COC=1C=C2CCN(CC2=CC1NC1=NC2=CC(=CC=C2C=N1)N(C)C[C@H]1CNC(O1)=O)C |o1:26|